C(C1=CC=CC=C1)[C@H]1C[C@@H](N(C1)C(=O)OC(C)(C)C)C(N[C@H](C(=O)NCC=1C=C2C(=NC1)NC=C2Cl)C)=O tert-butyl (2R,4S)-4-benzyl-2-(((S)-1-(((3-chloro-1H-pyrrolo[2,3-b]pyridin-5-yl)methyl)amino)-1-oxopropan-2-yl)carbamoyl)pyrrolidine-1-carboxylate